N-[2-(4-methyl-2-oxo-1,2-dihydropyridin-1-yl)-3-{[(CIS)-4-phenylcyclohexyl]oxy}propyl]methane-sulfonamide CC1=CC(N(C=C1)C(CNS(=O)(=O)C)CO[C@@H]1CC[C@@H](CC1)C1=CC=CC=C1)=O